7-fluoro-8-hydroxy-N-((1-hydroxycyclohexyl)methyl)-4-oxo-4H-chromene-2-carboxamide FC1=CC=C2C(C=C(OC2=C1O)C(=O)NCC1(CCCCC1)O)=O